3,4-dihydroxy-9H-thioxanthen-9-one OC=1C=CC=2C(C3=CC=CC=C3SC2C1O)=O